cyclohexane-1,4-dicarboxylic acid bis(2-ethylhexyl) ester C(C)C(COC(=O)C1CCC(CC1)C(=O)OCC(CCCC)CC)CCCC